2,2-Dimethyl-1,2,4,7-tetrahydro-3H-pyrrolo[3',2':5,6]pyrido[3,4-b]pyrazine CC1(NC2=C(NC1)C=NC1=C2C=CN1)C